7-aminocoumarin 5-(2-((R or S)-3-(2-(5-fluorothiophen-2-yl)ethyl)-3-((R or S)-isochroman-1-yl)pyrrolidin-1-yl)propan-2-yl)-2-methylpyridinecitrate FC1=CC=C(S1)CC[C@@]1(CN(CC1)C(C)(C)C=1C=CC(NC1)(C(C(CC(=O)O)(O)C(=O)O)C(=O)O)C)[C@@H]1OCCC2=CC=CC=C12.NC1=CC=C2C=CC(OC2=C1)=O |o1:8,36|